N1=CN=CC(=C1)C1C(C1)C(=O)N 2-pyrimidin-5-yl-cyclopropanecarboxamide